(2S,4R)-4-Hydroxy-2-(((S)-1-(4-(4-methylthiazol-5-yl)phenyl)ethyl)carbamoyl)pyrrolidine O[C@@H]1C[C@H](NC1)C(N[C@@H](C)C1=CC=C(C=C1)C1=C(N=CS1)C)=O